5-(5-(difluoromethyl)-1,3,4-oxadiazol-2-yl)pyridazin-3(2H)-one FC(C1=NN=C(O1)C1=CC(NN=C1)=O)F